BrC1=C(SC=2C1=NSC2N(C(OC(C)(C)C)=O)CC=2SC=CC2)C[C@H](C)NC(=O)OC(C)(C)C tert-butyl N-{6-bromo-5-[(2S)-2-[(tert-butoxycarbonyl)amino]propyl]thieno[3,2-c][1,2]thiazol-3-yl}-N-(thiophen-2-ylmethyl)carbamate